ClC1=C(C=NN1C1(CC1)C(=O)N1[C@@H](CCC1)C(=O)N[C@H](C#C)CC(=O)N)C (2S)-1-[1-(5-Chloro-4-methyl-pyrazol-1-yl)cyclopropanecarbonyl]-N-[(1S)-1-(2-amino-2-oxo-ethyl)prop-2-ynyl]pyrrolidine-2-carboxamide